2-(4-(1,3-dihydroisobenzofuran-5-yl)-2-methyl-1H-imidazol-5-yl)pyridine C1OCC2=CC(=CC=C12)C=1N=C(NC1C1=NC=CC=C1)C